ethyl (Z)-2-(4,6-dichloropyridin-2-yl)-3-(dimethylamino)acrylate ClC1=CC(=NC(=C1)Cl)/C(/C(=O)OCC)=C/N(C)C